2-(1H-1,2,4-triazol-1-yl)benzoic acid N1(N=CN=C1)C1=C(C(=O)O)C=CC=C1